ClC1=C(C=CC(=C1)Cl)NN(C(C)=O)O (Z)-N'-(2,4-dichlorophenyl)-N-hydroxyacethydrazide